ClC1=CC2=C(C=C3N2C(=NN(C3=O)CC(=O)N[C@@H]3CN(CC3)C)C(C)C)S1 (S)-2-(2-Chloro-5-isopropyl-8-oxothieno[2',3':4,5]pyrrolo[1,2-d][1,2,4]triazin-7(8H)-yl)-N-(1-methylpyrrolidin-3-yl)acetamid